(S)-2-(2-((S)-1-(2,3-difluorobenzyl)-5-oxopyrrolidin-2-yl)acetamido)-N-hydroxy-3-methylbutanamide FC1=C(CN2[C@@H](CCC2=O)CC(=O)N[C@H](C(=O)NO)C(C)C)C=CC=C1F